FC1(CCC(CC1)[C@@H](C=1N=C2N(N=CC(=C2)C(=C)COCC)C1)NC(OC(C)(C)C)=O)F tert-Butyl (S)-((4,4-difluorocyclohexyl)(7-(3-ethoxyprop-1-en-2-yl)imidazo[1,2-b]pyridazin-2-yl)methyl)carbamate